3-[6-[3-(6-methyl-2-pyridyl)-1H-pyrazol-4-yl]-1,5-naphthyridin-3-yl]-1-morpholino-propan-1-one CC1=CC=CC(=N1)C1=NNC=C1C=1N=C2C=C(C=NC2=CC1)CCC(=O)N1CCOCC1